[IH]1OCC2=C1C=CC=C2 (1H)-1,2-benziodoxole